trioctadecyl phosphite P(OCCCCCCCCCCCCCCCCCC)(OCCCCCCCCCCCCCCCCCC)OCCCCCCCCCCCCCCCCCC